Dodecyl ((((2R,3S,5R)-5-(6-amino-2-fluoro-9H-purin-9-yl)-2-ethynyl-3-hydroxytetrahydrofuran-2-yl)methoxy)(phenoxy)phosphoryl)-L-phenylalaninate NC1=C2N=CN(C2=NC(=N1)F)[C@H]1C[C@@H]([C@@](O1)(C#C)COP(=O)(OC1=CC=CC=C1)N[C@@H](CC1=CC=CC=C1)C(=O)OCCCCCCCCCCCC)O